N-(4-cyanobenzyl)-4-(2-nitrobenzoyl)-1H-pyrrole-2-carboxamide C(#N)C1=CC=C(CNC(=O)C=2NC=C(C2)C(C2=C(C=CC=C2)[N+](=O)[O-])=O)C=C1